5,5-difluoro-4-hydroxyl-3-((trifluoromethyl)sulfonyl)-4,5,6,7-tetrahydro-1H-indole FC1(C(C=2C(=CNC2CC1)S(=O)(=O)C(F)(F)F)O)F